FC1=CC=C(C=C1)C(C(=O)N)=C([2H])[2H] 4-fluorophenyl-acrylamide-3,3-d2